C(C)(C)(C)OC(CC1(CCN(CC1)C(=O)OCC1=CC=CC=C1)OC)=O benzyl 4-(2-(tert-butoxy)-2-oxoethyl)-4-methoxypiperidine-1-carboxylate